(2,3-epoxypropyl)trimethylammonium chloride [Cl-].C(C1CO1)[N+](C)(C)C